ClC=1N=C2C(=C(C=NC2=CC1)NC(=O)NC=1C=NC(=C(C1)C)N1N=CC=N1)[C@H](C)OC (S)-N-(6-chloro-4-(1-methoxyethyl)-1,5-naphthyridin-3-yl)-N'-(5-methyl-6-(2H-1,2,3-triazol-2-yl)pyridin-3-yl)urea